CC1=C(C2=CC=CC=C2C=C1)Br methyl-1-bromonaphthalene